2-(chloromethyl)-1-{[2-(trimethylsilyl)ethoxy]methyl}-1H-benzimidazole ClCC1=NC2=C(N1COCC[Si](C)(C)C)C=CC=C2